C(CCC)[C@H]1CS(C2=C(N(C1)C1=CC=CC=C1)C=C(C(=C2)O/C=C/C(=O)O)SC)(=O)=O (R)-(E)-3-((3-butyl-7-(methylthio)-1,1-dioxido-5-phenyl-2,3,4,5-tetrahydro-1,5-benzothiazepin-8-yl)oxy)acrylic acid